N[C@H]1CN(CCC1)C(=O)C1=NN(C(=C1)C1=CC(=C(C#N)C=C1)F)C1=C(C=C(C=C1)N1CCCC1)OC (R)-4-(3-(3-Aminopiperidin-1-carbonyl)-1-(2-methoxy-4-(pyrrolidin-1-yl)-phenyl)-1H-pyrazol-5-yl)-2-fluorobenzonitril